C(C1=CC=CC=C1)=C1C(NC(C(N1)=O)=CC=1N=CN(C1C(C)C)NCCC)=O 3-benzylidene-6-((5-isopropyl-1-propylamino-imidazol-4-yl)methylene)piperazine-2,5-dione